S1CCCC2=C1C(=CC=C2)C(C)C=2N=CNC2 4-[1-(3,4-dihydro-2H-1-benzothiopyran-8-yl)ethyl]-1H-imidazole